NC=1C(=C(C=C2C=C(N=CC12)NC1=NN2CC(N(CCC2=C1)C(C)C)=O)C=C(C)C)F 2-((8-amino-7-fluoro-6-(2-methylprop-1-en-1-yl)isoquinolin-3-yl)amino)-6-isopropyl-5,6-dihydro-4H-pyrazolo[1,5-d][1,4]diazepin-7(8H)-one